ClC=1C=C(SC1C)C(=O)NCC1=C(C=C(CNC(OC(C)(C)C)=O)C=C1C)C tert-butyl 4-((4-chloro-5-methylthiophene-2-carboxamido) methyl)-3,5-dimethylbenzylcarbamate